C(C)(C)(CC(C)(C)C)C1=C(C=CC=C1)O t-octyl-phenol